CC1=CC=C(C=C1)S(=O)(=O)OC1=C(C=C(C=C1)F)C1=C(C=CC2=CC=CC=C12)C (-)-4-Fluoro-2-(2-methylnaphthalen-1-yl)phenyl 4-methylbenzenesulfonate